4-[5-(2,6-dichloropyridin-4-yl)-1H-pyrazol-3-yl]-N,N-dimethylaniline ClC1=NC(=CC(=C1)C1=CC(=NN1)C1=CC=C(N(C)C)C=C1)Cl